C(CCCCCC)C=1NC2=CC=C(C=C2C(C1C(=O)N)=O)[N+](=O)[O-] 2-heptyl-6-nitro-4-oxo-1,4-dihydroquinoline-3-carboxamide